P(=O)(O)(O)O.N1=C(N)N=C(N)N=C1N.N1=C(N)N=C(N)N=C1N dimelamine orthophosphate